5-methyl-2-(6-methylpyridin-2-yl)-8-(1H-pyrrolo[2,3-b]pyridin-4-yl)-5,6,7,8-tetrahydropteridine CN1C=2C=NC(=NC2N(CC1)C1=C2C(=NC=C1)NC=C2)C2=NC(=CC=C2)C